C(OCCCC)([O-])=O α-butyl carbonate